4-benzyl-2-[(1R)-1-[3,5-bis(trifluoromethyl)phenyl]ethoxy]morpholin-3-one (1R,3S)-3-{5-[2-(2-formyl-3-hydroxyphenoxy)acetamido]-2H-pyrazol-3-yl}cyclopentyl-N-propylcarbamate C(=O)C1=C(OCC(=O)NC=2C=C(NN2)[C@@H]2C[C@@H](CC2)N(C(O)=O)CCC)C=CC=C1O.C(C1=CC=CC=C1)N1C(C(OCC1)O[C@H](C)C1=CC(=CC(=C1)C(F)(F)F)C(F)(F)F)=O